((1R*,2R*)-1-methyl-2-(trifluoromethyl)cyclopropyl)(4-methylenepiperidin-1-yl)methanone C[C@@]1([C@@H](C1)C(F)(F)F)C(=O)N1CCC(CC1)=C |o1:1,2|